OC(C)(C)C1CN(CCO1)C1=CC=C(N=N1)C1=C(C=C(C=C1C)C(F)(F)F)O 2-[6-[2-(1-hydroxy-1-methyl-ethyl)morpholin-4-yl]pyridazin-3-yl]-3-methyl-5-(trifluoromethyl)phenol